C(C)O ethyl alcohol